7-(6-(methylcarbamoyl)pyridin-3-yl)-4,7-diazaspiro[2.5]octane-4-carboxylic acid tert-butyl ester C(C)(C)(C)OC(=O)N1C2(CC2)CN(CC1)C=1C=NC(=CC1)C(NC)=O